C1(CCCCC1)CCC(C)C1CCCCC1 cyclohexylmethyl-2-cyclohexylpropane